Tin-vanadium oxygen (S)-4-((6-Fluoropyridin-2-yl)methyl)-N-(7-((3-hydroxyoxetan-3-yl)ethynyl)-5-methyl-4-oxo-2,3,4,5-tetrahydrobenzo[b][1,4]oxazepin-3-yl)-1H-pyrazole-1-carboxamide FC1=CC=CC(=N1)CC=1C=NN(C1)C(=O)N[C@@H]1C(N(C2=C(OC1)C=CC(=C2)C#CC2(COC2)O)C)=O.[O].[V].[Sn]